C1(=CC(=CC(=C1)C(=O)O)C(=O)O)C1=CC(=CC=C1)C1=CC(=CC(=C1)C(=O)O)C(=O)O [1,1':3',1''-terphenyl]-3,3'',5,5''-tetracarboxylic acid